OC1=C(C=C(C=C1)S(=O)(=O)O)CC(C)C 4-hydroxy-3-isobutylbenzenesulfonic acid